tert-Butyl 4-(2-(1,3-dioxoisoindolin-2-yl)ethyl)piperidine-1-carboxylate O=C1N(C(C2=CC=CC=C12)=O)CCC1CCN(CC1)C(=O)OC(C)(C)C